(S)-N2-[1-(4-fluorophenyl)ethyl]-4-(4-methoxyphenyl)-N6-(pyrazin-2-yl)pyridine-2,6-diamine FC1=CC=C(C=C1)[C@H](C)NC1=NC(=CC(=C1)C1=CC=C(C=C1)OC)NC1=NC=CN=C1